(E)-4-[tert-butyl(dimethyl)silyl]oxy-N-[4-(3-chloro-2-fluoro-anilino)-7-[2-[(1R,5S)-3-methyl-3-azabicyclo[3.1.0]hexan-1-yl]ethynyl]quinazolin-6-yl]but-2-enamide [Si](C)(C)(C(C)(C)C)OC/C=C/C(=O)NC=1C=C2C(=NC=NC2=CC1C#C[C@@]12CN(C[C@H]2C1)C)NC1=C(C(=CC=C1)Cl)F